C(C1=CC=CC=C1)OC(=O)C=1C(=NN2C1OCCC2)C2=C(C=C(C=C2)CN2CCOCC2)F 2-[2-fluoro-4-(morpholin-4-ylmethyl)phenyl]-6,7-dihydro-5H-pyrazolo[5,1-b][1,3]oxazine-3-carboxylic acid benzyl ester